[N+](=O)([O-])C1=C(C=CC=C1)B1N(CC2=C(N1C1=CC=CC=C1)C=CC=C2)C2=CC=CC=C2 2-(2-Nitrophenyl)-1,3-diphenyl-2,3-dihydro-1H-benzo[d][1,3,2]diazaborine